3-(chloromethyl)-1-(tetrahydro-2H-pyran-2-yl)-1H-pyrazole ClCC1=NN(C=C1)C1OCCCC1